C(C)(C)C1=C(C=C(/C=C/C=2SC=CN2)C=C1)OC (E)-2-(4-isopropyl-3-methoxystyryl)thiazole